(1-(2,4-difluorobenzyl)-1H-pyrazol-4-yl)methylamine hydrochloride Cl.FC1=C(CN2N=CC(=C2)CN)C=CC(=C1)F